Cl.CC=1N=C2C(=NC1N1CCC3(CC1)CC1=CC=CC=C1C3N)NN=C2 1'-{5-methyl-1H-pyrazolo[3,4-b]Pyrazin-6-yl}-1,3-dihydro-spiro[indene-2,4'-piperidine]-3-amine hydrochloride